C(C)(=O)N[C@@]1([C@@H](O[C@@H]([C@H]1O[Si](C)(C)C(C)(C)C)CO)N1C(=O)N(C(=O)C=C1)C(C1=CC=CC=C1)=O)O 2'-Acetamido-N3-benzoyl-3'-O-tert-butyl(dimethyl)silyluridine